[Cl-].[Ca+2].C([O-])(O)=O.[Na+] Sodium Bicarbonate Calcium Chloride